C(C=C)NC(=S)NC1=CC=C(C=C1)CC1=CC=CC=C1 1-allyl-3-(4-benzyl-phenyl)thiourea